3-(((7-bromo-5-(bromomethyl)benzofuran-4-yl)oxy)methyl)-1-methyl-1H-pyrazole BrC1=CC(=C(C=2C=COC21)OCC2=NN(C=C2)C)CBr